methyl-diethylamine CN(CC)CC